(4S,6s)-6-METHYL-4-VINYLTETRAHYDRO-2H-PYRAN-2-ONE C[C@H]1C[C@@H](CC(O1)=O)C=C